(2R,3R)-1-[4-(4-fluoro-2-methyl-benzyloxy)-benzenesulfonyl]-3-hydroxy-3-methylpiperidine-2-carboxylic acid hydroxyamide ONC(=O)[C@@H]1N(CCC[C@@]1(C)O)S(=O)(=O)C1=CC=C(C=C1)OCC1=C(C=C(C=C1)F)C